C[C@@H]1N(CCC1)C(=O)O[C@H]1C[C@H](CC1)C1=CC(=NN1)NC(CC=1OC(=CN1)C)=O (1R,3S)-3-(3-{[(5-methyl-1,3-oxazol-2-yl)acetyl]amino}-1H-pyrazol-5-yl)cyclopentyl (2S)-2-methylpyrrolidine-1-carboxylate